5-[di(2-hydroxyethyl)amino]-2-pentanone OCCN(CCCC(C)=O)CCO